COC(C1=CC(=CC(=C1)F)Br)=O methyl-3-bromo-5-fluorobenzoate